N,N-dimethyl-N-ethylammonium ethyl-sulfate tert-butyl-((1R,3R)-adamantan-1-yl)(4-((1S,3S)-3-butyl-6-methoxy-2-propioloyl-1,2,3,4-tetrahydroisoquinolin-1-yl)benzyl)carbamate C(C)(C)(C)OC(N(CC1=CC=C(C=C1)[C@@H]1N([C@H](CC2=CC(=CC=C12)OC)CCCC)C(C#C)=O)C12CC3CC(CC(C1)C3)C2)=O.C(C)OS(=O)(=O)[O-].C[NH+](CC)C